(S)-2-(4-(6-((4-chloro-2-ethoxythiazol-5-yl)methoxy)pyridin-2-yl)-2,5-difluorobenzyl)-1-(oxetan-2-ylmethyl)-1H-benzo[d]imidazole-6-carboxylic acid ClC=1N=C(SC1COC1=CC=CC(=N1)C1=CC(=C(CC2=NC3=C(N2C[C@H]2OCC2)C=C(C=C3)C(=O)O)C=C1F)F)OCC